3-ethyl-5-fluoro-2-((5-(trifluoromethyl)pyridin-2-yl)methyl)naphthalene-1,4-dione C(C)C1=C(C(C2=CC=CC(=C2C1=O)F)=O)CC1=NC=C(C=C1)C(F)(F)F